C(C)(=O)O[C@H]1[C@H](O[C@@H]([C@@H]([C@@H]1N1N=NC(=C1)C1=CC(=C(C(=C1)F)F)F)OC(C)=O)COC(C)=O)Br 2,4,6-Tri-O-acetyl-3-deoxy-3-[4-(3,4,5-trifluorophenyl)-1H-1,2,3-triazol-1-yl]-α-D-galactopyranosyl bromide